C1(CC1)N=C=S cyclopropylisoThiocyanate